C(C)(C)(C)[C@]1(N(CCC1)C(=O)OC(C)(C)C1=NC2=CC=C(C=C2C=C1N)Cl)C1=C(C=CC=C1)P(=O)(C)C 2-(3-Amino-6-chloroquinolin-2-yl)propan-2-ol tertbutyl-(2S)-2-[2-(dimethylphosphoryl)phenyl]pyrrolidine-1-carboxylate